N1N=CC2=CC(=CC=C12)NC1=NC(=NC=C1)C1=CC=C2C=C(NC2=C1)C(=O)NC1=CC=CC=C1 6-(4-((1H-indazol-5-yl)amino)-pyrimidin-2-yl)-N-phenyl-1H-indole-2-carboxamide